ClC=1C(=C(C(=O)OC)C(=CC1)Cl)OC methyl 3,6-dichloro-2-methoxybenzoate